FC1=C(CN2C=NN(C2=O)C2=CC(=C(OC=3N(C(=CN3)C(=O)OC)C)C=C2)F)C(=CC=C1)F methyl 2-(4-(4-(2,6-difluorobenzyl)-5-oxo-4,5-dihydro-1H-1,2,4-triazol-1-yl)-2-fluorophenoxy)-1-methyl-1H-imidazole-5-carboxylate